(6-(((5-(4-(2-fluoro-6-methoxyphenyl)-6-methylnicotinamido)-1,3,4-thiadiazol-2-yl)oxy)methyl)pyridin-3-yl)methyl methanesulfonate CS(=O)(=O)OCC=1C=NC(=CC1)COC=1SC(=NN1)NC(C1=CN=C(C=C1C1=C(C=CC=C1OC)F)C)=O